C([C@@H](O)[C@H](O)[C@H](O)CO)O Arabinitol